ClC1=CC=C(C=N1)C(C(=O)OC)(CO)CO methyl 2-(6-chloro-3-pyridyl)-3-hydroxy-2-(hydroxymethyl)propanoate